(1R,4R,6S,7R)-7-bromo-6-methoxy-2-[(1S)-1-phenylethyl]-2-azabicyclo[2.2.1]heptane Br[C@H]1[C@@H]2N(C[C@H]1C[C@@H]2OC)[C@@H](C)C2=CC=CC=C2